7,11-diazatricyclo[7.3.1.02,7]trideca-2(3),4-dien-6-one C12C3=CC=CC(N3CC(CNC1)C2)=O